(R)-4-(3H-[1,2,3]triazolo[4,5-b]pyridin-3-yl)-2-fluoro-N-(2-(3-methoxyphenyl)thieno[3,2-c]pyridin-4-yl)-N-(piperidin-3-yl)benzamide N1=NN(C2=NC=CC=C21)C2=CC(=C(C(=O)N([C@H]1CNCCC1)C1=NC=CC3=C1C=C(S3)C3=CC(=CC=C3)OC)C=C2)F